BrC1=CN=CC2=C1SCCN2S(=O)(=O)C2=CC=C(C#N)C=C2 4-((8-Bromo-2,3-dihydro-4H-pyrido[4,3-b][1,4]thiazin-4-yl)sulfonyl)benzonitrile